1,2-benzoxazol O1N=CC2=C1C=CC=C2